O=C1N(C(C2=CC=CC=C12)=O)CC(=O)NC(C=O)CC1=CC=CC=C1 2-(1,3-dioxo-2,3-dihydro-1H-isoindol-2-yl)-N-(1-oxo-3-phenylpropan-2-yl)acetamide